ClC1=CC=C(C=C1)C(C#N)=C1CCN(CC1)C(=O)N1CCC(CC1)OC 2-(4-chlorophenyl)-2-(1-(4-methoxypiperidine-1-carbonyl)piperidin-4-ylidene)acetonitrile